C(C)(C)(C)C1=NN2C(NC=3C(=C2)CN(C3)C3CCC3)=C1 2-tert-butyl-6-cyclobutyl-6,7-dihydro-4H-pyrazolo[1,5-a]pyrrolo[3,4-d]pyrimidine